tert-butyl (exo)-1,5-dimethyl-3-[methyl(6-[4-[1-(oxan-2-yl)pyrazol-4-yl]-1,3-benzothiazol-7-yl]pyridazin-3-yl)amino]-8-azabicyclo[3.2.1]octane-8-carboxylate CC12CC(CC(CC1)(N2C(=O)OC(C)(C)C)C)N(C=2N=NC(=CC2)C2=CC=C(C=1N=CSC12)C=1C=NN(C1)C1OCCCC1)C